C1(CC1)CC1=C(C(=NN1C=1SC=C(N1)C(=O)O)C1=CC(=C(C=C1)F)C1=CN=C(N1)C)CC1=CC(=C(C=C1)S(N)(=O)=O)F 2-(5-(cyclopropylmethyl)-3-(4-fluoro-3-(2-methyl-1H-imidazol-5-yl)phenyl)-4-(3-fluoro-4-sulfamoylbenzyl)-1H-pyrazol-1-yl)thiazole-4-carboxylic acid